[Cl-].[Cl-].C(CCC)C1(C=C(C=C1)C)[Zr+2]C1(C=C(C=C1)C)CCCC di(1-butyl-3-methylcyclopentadienyl)zirconium dichloride